C1(CCC1)NC=1C2=C(N=C(N1)NC1=C(C=C(C=C1)S(=O)(=O)C)OC)NC=C2 N4-cyclobutyl-N2-(2-methoxy-4-(methylsulfonyl)phenyl)-7H-pyrrolo[2,3-d]pyrimidine-2,4-diamine